[Cu].CN1C[C@H](CC1)OC=1C=C(C(=O)N[C@H](C)C=2C=NC(=NC2)C(F)(F)F)C=C(C1)C=1SC(=CN1)C 3-{[(3S)-1-Methylpyrrolidin-3-yl]oxy}-5-(5-methyl-1,3-thiazol-2-yl)-N-{(1R)-1-[2-(trifluoromethyl)pyrimidin-5-yl]ethyl}benzamide Copper